1,5-dimethyl-1H-pyrazole-4-sulfonyl chloride CN1N=CC(=C1C)S(=O)(=O)Cl